5-[5-[chloro(difluoro)methyl]-1,2,4-oxadiazol-3-yl]-N-[1-(5-fluoropyridin-2-yl)ethyl]pyrimidin-2-amine ClC(C1=NC(=NO1)C=1C=NC(=NC1)NC(C)C1=NC=C(C=C1)F)(F)F